FC1(CCC(CC1)COC1=NC(=NC=C1OC)NC1=CC=C(C=C1)N1CCOCC1)F 4-((4,4-difluorocyclohexyl)methoxy)-5-methoxy-N-(4-morpholinophenyl)pyrimidin-2-amine